2,7-dibromodibenzo-dioxin BrC1=CC2=C(OC3=C(O2)C=CC(=C3)Br)C=C1